O1CCN(CC1)C=1C2=C(N=C(N1)N1N=C(C=C1)C=1C=C(C=CC1)C)N=C(S2)N2CCN(CC2)CCO 2-(4-(7-Morpholino-5-(3-(m-tolyl)-1H-pyrazol-1-yl)thiazolo[4,5-d]pyrimidin-2-yl)piperazin-1-yl)ethan-1-ol